1-cyclohexylmethyl-5-(1H-tetrazol-5-yl)-1H-indole-3-carbonitrile C1(CCCCC1)CN1C=C(C2=CC(=CC=C12)C1=NN=NN1)C#N